prop-2-yl-N-[(S)-({[(2R)-1-(6-amino-9H-purin-9-yl)prop-2-yl]-oxy}methyl)(phenoxy)phosphoryl]-l-alanine CC(C)N([C@@H](C)C(=O)O)[P@@](=O)(OC1=CC=CC=C1)CO[C@@H](CN1C2=NC=NC(=C2N=C1)N)C